C1(CC1)C1=C(N(C(C=C1)=O)C)C1=C(OC=2C(=NC=NC2)N2CC3(C2)CCN(CC3)CC3CCC(CC3)NC(C(F)(F)F)=O)C=CC(=C1)F N-((1r,4r)-4-((2-(5-(2-(3-cyclopropyl-1-methyl-6-oxo-1,6-dihydropyridin-2-yl)-4-fluorophenoxy)pyrimidin-4-yl)-2,7-diazaspiro[3.5]nonan-7-yl)methyl)cyclohexyl)-2,2,2-trifluoroacetamide